FC1=CC=C(C=C1)[C@@H](C)N1N=C(C2=C1N=C(NC2=O)[C@@H]2[C@H](CC2)C2=NC=CC=N2)C#N 1-((R)-1-(4-fluorophenyl)ethyl)-4-oxo-6-((1S,2S)-2-(pyrimidin-2-yl)cyclobutyl)-4,5-dihydro-1H-pyrazolo[3,4-d]pyrimidine-3-carbonitrile